C1(=CC=CC=C1)N(C1=CC=C(C=C1)C1=CC2=C(S1)C1(OCCO1)C=1SC(=CC1P2(C2=CC=CC=C2)=O)C2=CC=C(C=C2)N(C2=CC=CC=C2)C2=CC=CC=C2)C2=CC=CC=C2 2,6-bis{4-[diphenylamino]phenyl}-4-phenylspiro{phosphinino[3,2-b:5,6-b']dithiophen-8,2'-(1,3)dioxolane}-P-oxide